ClC=1C(=NC=CC1C1=NC(=C(C=C1)CNCC1NC(CC1)=O)OC)C=1C(=C(C=CC1)NC(C1=NC=C(C=C1)CNCCO)=O)F N-(3-(3'-chloro-6-methoxy-5-((((5-oxopyrrolidin-2-yl)methyl)amino)methyl)-[2,4'-bipyridin]-2'-yl)-2-fluorophenyl)-5-(((2-hydroxyethyl)amino)methyl)picolinamide